N,N'-Di-(2-hydroxybenzyl)ethylenediamine OC1=C(CNCCNCC2=C(C=CC=C2)O)C=CC=C1